OCC1OC(C(C(C1O)O)C)OC1=CC=CC=C1 (hydroxymethyl)-5-methyl-6-phenoxytetrahydro-2H-pyran-3,4-diol